C(CCCCCC[Se][Se]CCCCCCC(=O)[O-])(=O)OCC ethyl 7,7'-diselenodiheptanoate